C(C)N(C(CCSC)=O)C1=C(N=C(S1)C=1C=NC=CC1)C N-ethyl-N-[4-methyl-2-(3-pyridinyl)thiazol-5-yl]-3-methylsulfanyl-propionamide